C1(CC1)N1N=CC(=C1)C=1C=C(NCC23CCC(CC2)(CC3)C3=CC(=C(C=C3)OC)C)C=CC1 3-(1-cyclopropyl-1H-pyrazol-4-yl)-N-((4-(4-methoxy-3-methylphenyl)bicyclo[2.2.2]oct-1-yl)methyl)aniline